ClC1=C(C(=C(C=C1OC)OC)Cl)C1=NC(=C2C=C(N=CC2=C1)N[C@H]1[C@H](COC1)NC(C=C)=O)N(C)C N-((3R,4S)-4-((7-(2,6-dichloro-3,5-dimethoxyphenyl)-5-(dimethylamino)-2,6-naphthyridin-3-yl)amino)tetrahydrofuran-3-yl)acrylamide